2-(1-bromopropyl)-5-chloro-pyridine BrC(CC)C1=NC=C(C=C1)Cl